FC1(CC(C1)OC1=CC(=NC(=C1)C)CC(=O)NC1=CC=C(N=N1)C1CN(CC1)C1=NN=C(S1)C(=O)NCC1=NC=CC=C1)F 5-(3-(6-(2-(4-(3,3-difluorocyclobutoxy)-6-methylpyridin-2-yl)acetamido)pyridazin-3-yl)pyrrolidin-1-yl)-N-(pyridin-2-ylmethyl)-1,3,4-thiadiazole-2-carboxamide